C(C)OC(C1=CN=C(C(=C1C(C)C)N)NC1=C(C(=CC(=C1)F)F)F)=O 5-amino-4-isopropyl-6-((2,3,5-trifluorophenyl)amino)nicotinic acid ethyl ester